ClC1=NN2C(N=CC3=C2[C@@](CN3C(=O)NC=3C=NC(=C(C3)Cl)C(NOC(C)C)=O)(C(F)(F)F)C)=C1 (R)-2-chloro-N-(5-chloro-6-(isopropoxycarbamoyl)pyridin-3-yl)-8-methyl-8-(trifluoromethyl)-7,8-dihydro-6H-pyrazolo[1,5-a]pyrrolo[2,3-e]pyrimidine-6-carboxamide